NCCOCCOCCOCCOCCOCCOCCC1=CC2=C(N(C(N2C)=O)C2C(NC(CC2)=O)=O)C=C1 3-[5-(20-Amino-3,6,9,12,15,18-hexaoxaicosan-1-yl)-3-methyl-2-oxo-1,3-benzodiazol-1-yl]piperidine-2,6-dione